CNC=1N=CC(=C2C=C(N=CC12)NC(=O)C1CC1)C(=O)N1CCC(CC1)OC1=CC=CC=C1 N-(8-(methylamino)-5-(4-phenoxypiperidine-1-carbonyl)-2,7-naphthyridin-3-yl)cyclopropanecarboxamide